FC=1C=C2C(=C(N(C2=CC1)C1CCN(CC1)[C@@H]1CC[C@@H](CC1)C(C)C)CCO)CN1CCCC1 2-(5-fluoro-1-(1-(cis-4-isopropylcyclohexyl)piperidin-4-yl)-3-(pyrrolidin-1-ylmethyl)-1H-indol-2-yl)ethan-1-ol